C1(=CCCC1)B1OC(C(O1)(C)C)(C)C 2-(1-cyclopenten-1-yl)-4,4,5,5-tetramethyl-1,3,2-dioxaborolane